FC(C=1C(=NC=CC1)C(=O)ON=C(C1=CC=CC=C1)C1=CC=CC=C1)(F)F diphenylmethanone O-(3-(trifluoromethyl)picolinoyl) oxime